(R)-1-(5-chloro-2-cyanophenyl)-3-(isoquinolin-4-yl)-2-oxoimidazoline-4-carbonitrile ClC=1C=CC(=C(C1)N1C(N([C@H](C1)C#N)C1=CN=CC2=CC=CC=C12)=O)C#N